O=C1C2=C(N=NN1CC(=O)N[C@@H](C)C1=C(C=CC=C1)C)C=CC=C2 (S)-2-(4-oxo-benzo[d][1,2,3]triazin-3(4H)-yl)-N-(1-o-tolylethyl)acetamide